Chalcone silicon [Si].C1(=CC=CC=C1)\C=C\C(=O)C1=CC=CC=C1